FC=1C(=NC(=NC1)NC1CCC(CC1)NCCOC)C=1C=C2C(NC(C2=CC1)=O)(C)C 5-(5-Fluoro-2-(((1r,4r)-4-((2-methoxyethyl)amino)cyclohexyl)amino)pyrimidin-4-yl)-3,3-Dimethylisoindolin-1-one